monolaurate ammonium [NH4+].C(CCCCCCCCCCC)(=O)[O-]